FC1C(C1)N1C(C(=CC=C1)NC(=O)C=1C(=NC=2N(C1)C=C(N2)[C@@]21CO[C@@](C2)(C1)C)OC(C)C)=O (rac)-cis-N-(1-(2-fluorocyclopropyl)-2-oxo-1,2-dihydropyridin-3-yl)-7-isopropoxy-2-(1-methyl-2-oxabicyclo[2.1.1]hex-4-yl)imidazo[1,2-a]pyrimidine-6-carboxamide